1-(4-fluorophenyl)-2-((1-methyl-1H-tetrazol-5-yl)sulfinyl)ethan-1-one sodium [Na].FC1=CC=C(C=C1)C(CS(=O)C1=NN=NN1C)=O